C(C#CC)(=O)N[C@@H]1CN(CCC1)C1=NC(=CC2=C1N=CN2)C2=CC=C(C=C2)OC2=CC=CC=C2 (S)-4-(3-(but-2-ynamido)piperidin-1-yl)-6-(4-phenoxyphenyl)-1H-imidazo[4,5-c]pyridine